ClC1=CC(=C(C=C1)C1COC2=CC=CC(=C2C1)C1CCN(CC1)CC1=NC=2C(=NC(=CC2)C(=O)O)N1C[C@H]1OCC1)F 2-((4-(3-(4-chloro-2-fluorophenyl)chroman-5-yl)piperidin-1-yl)methyl)-3-(((S)-oxetane-2-yl)methyl)-3H-imidazo[4,5-b]pyridine-5-carboxylic acid